CN1N=NC=C1 N-methyl-1H-1,2,3-triazole